CN1N=C(N=C1)C1=CN=CC2=CC=CC=C12 4-(1-methyl-1,2,4-triazol-3-yl)isoquinoline